methyl N-(6-iodo-4-phenylquinolin-2-yl)-N-methylglycinate IC=1C=C2C(=CC(=NC2=CC1)N(CC(=O)OC)C)C1=CC=CC=C1